Tert-butyl 4-(4-amino-3-methyl-phenyl)sulfanylpiperidine-1-carboxylate NC1=C(C=C(C=C1)SC1CCN(CC1)C(=O)OC(C)(C)C)C